FC1=C(C(=CC(=C1)OC)F)[C@H]1[C@@H](C(N(C1)CC(=O)O)=O)NC(=O)NC1=CC=C(C=C1)F |o1:10,11| (-)-2-{(3S*,4R*)-4-(2,6-difluoro-4-methoxyphenyl)-3-[3-(4-fluorophenyl)ureido]-2-oxopyrrolidin-1-yl}acetic acid